C(C=CC1=CC=CC=C1)(=O)NCCCCNC(\C(=C\CO)\C)=O (E)-N-(4-cinnamamidobutyl)-4-hydroxy-2-methylbut-2-enamide